4-fluorophenyl N-[1-[[[1-(4-cyanophenyl)ethyl]sulfonyl]-methyl]propyl]carbamate C(#N)C1=CC=C(C=C1)C(C)S(=O)(=O)CC(CC)NC(OC1=CC=C(C=C1)F)=O